2-(2,6-dioxopiperidin-3-yl)-4,5,7-trifluoro-6-(piperazin-1-yl-2,2,3,3,5,5,6,6-d8)isoindoline-1,3-dione O=C1NC(CCC1N1C(C2=C(C(=C(C(=C2C1=O)F)F)N1C(C(NC(C1([2H])[2H])([2H])[2H])([2H])[2H])([2H])[2H])F)=O)=O